N1CC(C1)N1CC(CC1)N1CCC(CC1)N1N=C(C=2C1=NC=NC2N)C2=CC=C(C=C2)OC2=CC=CC=C2 1-[1-[1-(azetidin-3-yl)pyrrolidin-3-yl]-4-piperidyl]-3-(4-phenoxyphenyl)pyrazolo[3,4-d]pyrimidin-4-amine